C(C=C)(=O)N1C(CN(CC1)C1=C(C(N(C2=NC(=C(C=C12)Cl)Cl)C=1C(=NC=CC1C)C(C)C)=O)C#N)CC#N 4-(4-propenoyl-3-(cyanomethyl)piperazin-1-yl)-6,7-dichloro-1-(2-isopropyl-4-methylpyridin-3-yl)-2-oxo-1,2-dihydro-1,8-naphthyridine-3-carbonitrile